ClC=1C(=NC=CC1)C(=O)NC1[C@@H]2CN(C[C@H]12)C1=NC=C(C=C1)C=1C=2N(C=C(C1)C=1C=NN(C1)C)N=CC2C#N 3-chloro-N-((1R,5S,6s)-3-(5-(3-cyano-6-(1-methyl-1H-pyrazol-4-yl)pyrazolo[1,5-a]pyridin-4-yl)pyridin-2-yl)-3-azabicyclo[3.1.0]hexan-6-yl)picolinamide